C1[C@@H]([C@H]([C@@H]([C@H]([C@H]1N[C@H]2C=C([C@H]([C@@H]([C@H]2O)O)O)CO)O)O)O)COP(=O)(O)O The molecule is a cyclitol phosphate that is validoxylamine A carrying a single monophosphate substituent at position 7'. It has a role as a bacterial metabolite. It is an amino cyclitol, a cyclitol phosphate and a secondary amino compound. It is a conjugate acid of a validoxylamine A 7'-phosphate(1-).